ClC=1C=C(C=CC1OC)COC1=CC=CC(=N1)S(=O)(=O)NC(=O)C=1C(=NC=CC1)N1C(CC(C1)C)(C)C N-[[6-[(3-Chloro-4-methoxyphenyl)methoxy]-2-pyridyl]sulfonyl]-2-(2,2,4-trimethylpyrrolidin-1-yl)pyridin-3-carboxamid